(4aR,8aS)-6-[3-[4-(3-Chloropyridazin-4-yl)oxyphenyl]azetidine-1-carbonyl]-4,4a,5,7,8,8a-hexahydropyrido[4,3-b][1,4]oxazin-3-one ClC=1N=NC=CC1OC1=CC=C(C=C1)C1CN(C1)C(=O)N1C[C@@H]2[C@@H](OCC(N2)=O)CC1